(4-(((3R,4R)-1-(2-cyanoacetyl)-4-methylpiperidin-3-yl) (methyl)amino)-7H-pyrrolo[2,3-d]pyrimidin-7-yl)methyl 2-(4-((2-oxocyclopentyl)methyl) phenyl)propanoate O=C1C(CCC1)CC1=CC=C(C=C1)C(C(=O)OCN1C=CC2=C1N=CN=C2N(C)[C@H]2CN(CC[C@H]2C)C(CC#N)=O)C